N-(cis-3-(2-methoxyethoxy)cyclobutyl)-5-(2-methyl-1-(tetrahydro-2H-pyran-4-yl)-1H-imidazo[4,5-b]pyridin-6-yl)pyrrolo[2,1-f][1,2,4]triazin-2-amine COCCO[C@H]1C[C@H](C1)NC1=NN2C(C=N1)=C(C=C2)C=2C=C1C(=NC2)N=C(N1C1CCOCC1)C